FC(C1CCN(CC1)C1=CC=C(C=C1)N[C@H]1[C@H](CCC1)N)(F)F (1R,2S)-N1-(4-(4-(trifluoromethyl)piperidin-1-yl)phenyl)cyclopentane-1,2-diamine